8-hydroxy-6-oxo-octanoic acid ethyl ester C(C)OC(CCCCC(CCO)=O)=O